3-((1H-Indol-5-yl)oxy)benzimidamide N1C=CC2=CC(=CC=C12)OC=1C=C(C(N)=N)C=CC1